7-Chloro-2-((2,2,6,6-tetramethylpiperidin-4-yl)oxy)-5H-isochromeno[3,4-d]thiazole ClC=1C=CC2=C(C1)COC=1N=C(SC12)OC1CC(NC(C1)(C)C)(C)C